FC(C1CC(C1)N)(F)F 3-(trifluoromethyl)cyclobutanamine